C(C)(C)(C)OC(=O)N1CCC(CC1)(C)C(O)C=1C=NC(=CC1Cl)COC1OCCCC1 4-[[4-chloro-6-(tetrahydropyran-2-yloxymethyl)-3-pyridinyl]-hydroxy-methyl]-4-methyl-piperidine-1-carboxylic acid tert-butyl ester